C1N(CCC12COCCC2)CCCOC=2C(=C(C=CC2)C2=C(C(=CC=C2)C=2SC=1CN(CCC1N2)CCO)C)C 2-(2-(3'-(3-(7-oxa-2-azaspiro[4.5]dec-2-yl)propoxy)-2,2'-dimethyl-[1,1'-biphenyl]-3-yl)-6,7-dihydrothiazolo[5,4-c]pyridin-5(4H)-yl)ethanol